FC(C(=O)[O-])(F)F.C(CCCCCCCC)(=O)OCC(CC(=O)O[C@H]1C[NH2+]C[C@H](C=C1)OC(CC(COC(CCCCCCCC)=O)COC(CCCCCCCC)=O)=O)COC(CCCCCCCC)=O |o1:24,28| Rel-(3R,6S)-3,6-bis((4-(nonanoyloxy)-3-((nonanoyloxy)methyl)butanoyl)oxy)-2,3,6,7-tetrahydro-1H-azepin-1-ium trifluoroacetate